(3-Amino-5-(3-ethyl-1H-pyrrolo[2,3-b]pyridin-5-yl)phenyl)dimethylphosphine oxide NC=1C=C(C=C(C1)C=1C=C2C(=NC1)NC=C2CC)P(C)(C)=O